C(C=C)OC1=C(C(=O)C2CCN(CC2)C(=O)OC(C)(C)C)C=C(C(=C1)Cl)Cl tert-butyl 4-(2-(allyloxy)-4,5-dichlorobenzoyl)piperidine-1-carboxylate